CC(C(=O)N1CC2=C(CCC1)N=C(NC2=O)C2(CC2)C2=CC=CC=C2)(C)C2=CC(=CC=C2)C(F)(F)F 6-(2-methyl-2-(3-(trifluoromethyl)phenyl)propionyl)-2-(1-phenylcyclopropyl)-3,5,6,7,8,9-hexahydro-4H-pyrimido[5,4-c]azepin-4-one